C(C(=C)CC(=O)[O-])(=O)OCCCCCCCC(C)C monoisodecyl itaconate